1-cyano-N-(2-phenylpyrimidin-5-yl)pyrrolidine-3-carboxamide C(#N)N1CC(CC1)C(=O)NC=1C=NC(=NC1)C1=CC=CC=C1